ClC1=CC=CC=C1Cl 4,5-dichlorobenzene